2,4-dibromo-1-fluoro-5-methoxy-3-nitrobenzene BrC1=C(C=C(C(=C1[N+](=O)[O-])Br)OC)F